OCC(C)(C)NC=1N=C(C(=NC1)C(=O)NC1=NC(=CC=C1)S(=O)(=O)N1CCCCC1)N1CCC2(CC2)CC1 5-((1-hydroxy-2-methylpropan-2-yl)amino)-N-(6-(piperidin-1-ylsulfonyl)pyridin-2-yl)-3-(6-azaspiro[2.5]octan-6-yl)pyrazine-2-carboxamide